lithium potassium 2-(tert-butyl)-2-propyl malonate C(CC(=O)[O-])(=O)OC(C)(C)C(C)(C)C.[K+].[Li+].C(C)(C)(C)C(C)(C)OC(CC(=O)[O-])=O